trans-1,1'-(1,4-cyclohexanediyl)bis(1,4-dimethylpiperidinium) [C@H]1(CC[C@H](CC1)[N+]1(CCC(CC1)C)C)[N+]1(CCC(CC1)C)C